5-chloro-2-[(ethoxycarbonyl)amino]-3-methylbenzoic acid ClC=1C=C(C(=C(C(=O)O)C1)NC(=O)OCC)C